ClC=1C=CC2=C(N=C(S2)C2(COC2)CN(C)C)C1 1-(3-(5-chlorobenzo[d]thiazol-2-yl)oxetan-3-yl)-N,N-dimethylmethanamine